2-chloro-6-ethoxypyridine ClC1=NC(=CC=C1)OCC